O=C1N(CC2=C(C=CC=C12)\C=C\CCCOC1=NC=C(C=C1)B1OC(C(O1)(C)C)(C)C)C1C(N(C(CC1)=O)COCC[Si](C)(C)C)=O (E)-3-(1-oxo-4-(5-((5-(4,4,5,5-tetramethyl-1,3,2-dioxaborolan-2-yl)pyridin-2-yl)oxy)pent-1-en-1-yl)isoindolin-2-yl)-1-((2-(trimethylsilyl)ethoxy)methyl)piperidine-2,6-dione